tert-butyl 2-(3-(5-(2-chloro-6-cyano-4-(1-(4-hydroxyphenyl)-1-methyl-ethyl)phenoxy)pentoxy) propoxy)acetate ClC1=C(OCCCCCOCCCOCC(=O)OC(C)(C)C)C(=CC(=C1)C(C)(C)C1=CC=C(C=C1)O)C#N